FC(F)(F)SC(F)(F)F bis(trifluoromethyl) sulfide